C(C=C)(=O)N1C[C@@H](N(CC1)C1=NC(N2C3=C(C(=C(C=C13)Cl)C1=C(C=CC=C1O)F)OC[C@H]2CO)=O)C (3R,10S)-7-((S)-4-acryloyl-2-methylpiperazin-1-yl)-9-chloro-10-(2-fluoro-6-hydroxyphenyl)-3-(hydroxymethyl)-2H-[1,4]oxazino[2,3,4-ij]quinazolin-5(3H)-one